Ethyl 2-amino-5,6,7,8-tetrahydroimidazo[1,2-a]pyridine-3-carboxylate NC=1N=C2N(CCCC2)C1C(=O)OCC